5-(methylsulfonyl)benzamide CS(=O)(=O)C=1C=CC=C(C(=O)N)C1